2-methyl-2-hydroxy-phenyl-benzotriazole CC1(C(C=CC=C1)C1=CC=CC=2NN=NC21)O